C(CCCCCCCCCCC)OS(=O)(=O)C1=CC=CC=C1.[NH4+] ammonium dodecylbenzenesulphonate